C(/C1=CC=CC=C1)=N\N1C(N([C@@H](C1)C)[C@@]1(CN2C([C@H]([C@H]2S1)NC(CC1=CC=CC=C1)=O)=O)C(=O)OC(C1=CC=CC=C1)C1=CC=CC=C1)=O Benzhydryl (3R,5R,6R)-3-((R)-3-(((E)-benzylidene)amino)-5-methyl-2-oxoimidazolidin-1-yl)-7-oxo-6-(2-phenylacetamido)-4-thia-1-azabicyclo[3.2.0]heptane-3-carboxylate